1,3,5-Tris(chloromethyl)-2,4,6-triethylbenzene ClCC1=C(C(=C(C(=C1CC)CCl)CC)CCl)CC